COC(=O)N1[C@H]([C@H](C[C@H]1C)N)CO[C@H]1C[C@H]2C[C@]2(CC1)C1=NC=C(C=N1)F (2r,3s,5r)-3-amino-2-((((1r,3r,6s)-6-(5-fluoropyrimidin-2-yl)bicyclo[4.1.0]hept-3-yl)oxy)methyl)-5-methylpyrrolidine-1-carboxylic acid methyl ester